N-((5,6-dichloro-1-((2-(trimethylsilyl)ethoxy)methyl)-1H-benzo[d]imidazol-2-yl)methyl)-N-(4-methoxybenzyl)-2-morpholino-8-(pyridazin-4-yl)pyrazolo[1,5-a][1,3,5]triazin-4-amine ClC1=CC2=C(N(C(=N2)CN(C2=NC(=NC=3N2N=CC3C3=CN=NC=C3)N3CCOCC3)CC3=CC=C(C=C3)OC)COCC[Si](C)(C)C)C=C1Cl